3-(4-(((1r,3r)-3-(4H-1,2,4-triazol-3-yl)cyclobutyl)(2-cyclopropylethyl)amino)-1-oxoisoindolin-2-yl)piperidine-2,6-dione N=1N=C(NC1)C1CC(C1)N(C1=C2CN(C(C2=CC=C1)=O)C1C(NC(CC1)=O)=O)CCC1CC1